difluoromethoxy-2-fluorobenzonitrile FC(OC=1C(=C(C#N)C=CC1)F)F